OC1C(=NC=C(C1=O)CCN1C(C=2C(C1=O)=CC(=CC2)OCC2=CC(=CC=C2)C(F)(F)F)=O)C N-(2-(3-hydroxy-2-methyl-4-oxo-pyridyl)ethyl)-4-(3-trifluoromethyl-benzyloxy)phthalimide